[(phenyl-d5)biphenyl-yl](biphenylyl)indolocarbazole C1(=C(C(=C(C(=C1[2H])[2H])[2H])[2H])[2H])C=1C(=C(C=CC1)C1=CC=CC=C1)C=1C(=C2C(=CC1)N=C1C=CC3=C4C=CC=CC4=NC3=C12)C1=C(C=CC=C1)C1=CC=CC=C1